CC1=NC(=CC=C1C1OCC[C@@H](C1)CC(=O)OCC)C=1N=NN(C1CN1C(C=CC(=C1)CCC)=O)C ethyl 2-[(4S)-2-(2-methyl-6-{1-methyl-5-[(2-oxo-5-propyl-1,2-dihydropyridin-1-yl)methyl]-1H-1,2,3-triazol-4-yl}pyridin-3-yl)oxan-4-yl]acetate